3,4-dihydro-2H-1-benzopyran-4-ylmethylamine O1CCC(C2=C1C=CC=C2)CN